1-bromo-4-heptylcyclohexane BrC1CCC(CC1)CCCCCCC